7-methyleneindene-1-carboxaldehyde C=C1C=CC=C2C=CC(=C12)C=O